(S)-N-(5-Methyl-4-oxo-7-((tetrahydro-2H-pyran-4-yl)ethynyl)-2,3,4,5-tetrahydrobenzo[b][1,4]oxazepin-3-yl)-4-((6-methylpyridin-2-yl)methyl)-1H-pyrazole-1-carboxamide CN1C2=C(OC[C@@H](C1=O)NC(=O)N1N=CC(=C1)CC1=NC(=CC=C1)C)C=CC(=C2)C#CC2CCOCC2